[1-(3-bromophenyl)-3-methylcyclobutyl]-4-methyl-1,2,4-triazole BrC=1C=C(C=CC1)C1(CC(C1)C)C1=NN=CN1C